(Z)-9-(hydroxymethylene)-7,7-dimethyl-8-oxo-2-azaspiro[4.5]Decane-2-carboxylic acid tert-butyl ester C(C)(C)(C)OC(=O)N1CC2(CC1)CC(C(\C(\C2)=C/O)=O)(C)C